ClC=1C(=CC(=NC1)NC1CCN(CC1)CC=1C=C2C(N(C(C2=CC1)=O)C1C(NC(CC1)=O)=O)=O)C=1N=C(SC1)NCC1(CCOCC1)C#N 4-(((4-(5-chloro-2-((1-((2-(2,6-dioxopiperidin-3-yl)-1,3-dioxoisoindolin-5-yl)methyl)piperidin-4-yl)amino)pyridin-4-yl)thiazol-2-yl)amino)methyl)tetrahydro-2H-pyran-4-carbonitrile